diethyl 2,2'-thiobis[3-(3,5-di-tert-butyl-4-hydroxyphenyl) propionate] S(C(C(=O)OCC)CC1=CC(=C(C(=C1)C(C)(C)C)O)C(C)(C)C)C(C(=O)OCC)CC1=CC(=C(C(=C1)C(C)(C)C)O)C(C)(C)C